(S)-5-chloro-2-(2-ethylmorpholino)pyridin-4-amine ClC=1C(=CC(=NC1)N1C[C@@H](OCC1)CC)N